ClC1=C(C(=CC=2C(CCCC12)C1=CC=C2C(=N1)C=NN2)C#N)OCCCl 4-chloro-3-(2-chloroethoxy)-8-(1H-pyrazolo[4,3-b]pyridin-5-yl)-5,6,7,8-tetrahydronaphthalene-2-carbonitrile